[Si](C)(C)(C(C)(C)C)OCC1N(CCN1)C(C(C)(C)F)=O 1-(2-(((tert-butyldimethylsilyl)oxy)methyl)imidazolidin-1-yl)-2-fluoro-2-methylpropan-1-one